FC1(C(N(C2=CC=CC=C12)C)=O)F 3,3-difluoro-1-methyl-1,3-dihydro-2H-indol-2-one